C(C)(=O)[O-].C(C)(=O)[O-].[Sr+2] strontium diacetate